6-hexanoyladenosine C(CCCCC)(=O)C1(C2=NCN([C@H]3[C@H](O)[C@H](O)[C@@H](CO)O3)C2=NC=N1)N